2-Chloro-5-{[(2,2-dimethylpropionyl)amino]methyl}-N-(1-methyl-1H-indazol-4-yl)benzamide ((6-((bis(pyridin-2-ylmethyl)amino)methyl)pyridin-3-yl)methyl)ethanethioate N1=C(C=CC=C1)CN(CC1=NC=CC=C1)CC1=CC=C(C=N1)CCC(O)=S.ClC1=C(C(=O)NC2=C3C=NN(C3=CC=C2)C)C=C(C=C1)CNC(C(C)(C)C)=O